(1S,5S,6S)-5-(1,4-dimethyl-1H-pyrazol-5-yl)-2-azabicyclo[4.1.0]heptane CN1N=CC(=C1[C@H]1CCN[C@H]2C[C@@H]12)C